(S)-2-((((9H-fluoren-9-yl)methoxy)carbonyl)amino)-3-(tritylamino)propanoic acid C1=CC=CC=2C3=CC=CC=C3C(C12)COC(=O)N[C@H](C(=O)O)CNC(C1=CC=CC=C1)(C1=CC=CC=C1)C1=CC=CC=C1